COC=1C=C(C=CC1)NC(NC=1C=CC2=C(N=C(S2)NS(=O)(=O)C2=CC=C(C=C2)C)C1)=O N-(5-(3-(3-methoxyphenyl)ureido)benzo[d]thiazol-2-yl)-4-methylbenzenesulfonamide